3-acetamido-4,5-dichlorothiophene-2-carboxylic acid C(C)(=O)NC1=C(SC(=C1Cl)Cl)C(=O)O